3-amino-6-((4-(((tert-butoxycarbonyl)amino)methyl)-1H-pyrazol-1-yl)methyl)-4-methoxy-1H-indazole-1-carboxylic acid tert-butyl ester C(C)(C)(C)OC(=O)N1N=C(C2=C(C=C(C=C12)CN1N=CC(=C1)CNC(=O)OC(C)(C)C)OC)N